C(C)N(C(OC(C)(C)C)=O)C1CCN(CC1)C1=NC=C(C=2C1=NC=CN2)C(NC=2C=C(C=1N(C2)C=C(N1)C)F)=O tert-butyl N-ethyl-N-[1-[8-[(8-fluoro-2-methyl-imidazo[1,2-a]pyridin-6-yl)carbamoyl]pyrido[3,4-b]pyrazin-5-yl]-4-piperidyl]carbamate